C(C)(C)(C)C(CCC)OC(=O)N1CC([C@H](C1)SC1=NC=C(C=C1)Cl)(CO)O (4S)-4-((5-Chloropyridin-2-yl)thio)-3-hydroxy-3-(hydroxymethyl)pyrrolidine-1-carboxylic acid tert-butylButyl ester